ClC=1C=C(C=CC1OC)C1=CN=C2N1C=CN=C2NC2=CC(=C(C=C2)NC(CN2CCNCC2)=O)C N-(4-((3-(3-chloro-4-methoxyphenyl)imidazo[1,2-a]pyrazin-8-yl)amino)-2-methylphenyl)-2-(piperazin-1-yl)acetamide